tetracosanoyl acrylate C(C=C)(=O)OC(CCCCCCCCCCCCCCCCCCCCCCC)=O